(6S,7R)-6-((R)-5H-imidazo[5,1-a]isoindol-5-yl)-3-methyl-6,7-dihydro-5H-cyclopenta[c]pyridin-7-ol C=1N=CN2C1C1=CC=CC=C1[C@H]2[C@@H]2CC1=C(C=NC(=C1)C)[C@@H]2O